bis(4-benzoylphenoxy)acetate C(C1=CC=CC=C1)(=O)C1=CC=C(OC(C(=O)[O-])OC2=CC=C(C=C2)C(C2=CC=CC=C2)=O)C=C1